5-(Hexahydropyrrolo[3,4-c]pyrrol-2(1H)-yl)-N-(6-(1-methyl-1H-pyrazol-4-yl)pyridin-2-yl)-2-morpholinooxazolo[4,5-b]pyridine-6-carboxamide C1N(CC2C1CNC2)C2=C(C=C1C(=N2)N=C(O1)N1CCOCC1)C(=O)NC1=NC(=CC=C1)C=1C=NN(C1)C